2-amino-1,9-dihydro-9-[(1S,3R,4S)-4-hydroxy-3-((S)-((S)-1-methoxycarbonylethylamino-(4-fluoro-phenyl)oxy-phosphoryl)-oxymethyl)-2-methylenecyclopentyl]-6H-purin-6-one NC=1NC(C=2N=CN(C2N1)[C@@H]1C([C@@H]([C@H](C1)O)CO[P@](=O)(OC1=CC=C(C=C1)F)N[C@@H](C)C(=O)OC)=C)=O